C(\C=C/C(=O)O)(=O)O.C(\C=C/C(=O)O)(=O)O.C(C=CC)(=O)N 2-butenamide dimaleate